9-[5-(trifluoromethyl)-2-pyridinyloxy]-9-azabicyclo[3.3.1]Nonane FC(C=1C=CC(=NC1)ON1C2CCCC1CCC2)(F)F